(S)-N-(6-methoxy-1-methyl-1H-indazol-7-yl)-1-(4-(1-(piperidin-1-yl)ethyl)pyridin-2-yl)-1H-pyrazole-4-sulfonamide COC1=CC=C2C=NN(C2=C1NS(=O)(=O)C=1C=NN(C1)C1=NC=CC(=C1)[C@H](C)N1CCCCC1)C